N-(2-((4-(2-((3-(1H-Imidazol-1-yl)benzyl)((1-ethyl-1H-indazol-5-yl)methyl)amino)ethyl)phenyl)carbamoyl)-4,5-dimethoxyphenyl)-4-oxo-4H-chromene-2-carboxamide N1(C=NC=C1)C=1C=C(CN(CCC2=CC=C(C=C2)NC(=O)C2=C(C=C(C(=C2)OC)OC)NC(=O)C=2OC3=CC=CC=C3C(C2)=O)CC=2C=C3C=NN(C3=CC2)CC)C=CC1